P(=O)(O)(O)O.C(\C=C/C(=O)O)(=O)O Maleic acid Phosphate